C(C)(C)(C)OC(=O)N1[C@@H](COCCC1)C1=C(C=CC(=C1)[N+](=O)[O-])Cl |r| (+-)-3-(2-chloro-5-nitrophenyl)-1,4-oxazepan-4-carboxylic acid tert-butyl ester